ClC1=C(C=C2CCN(CC2=C1)CC)NC1=NC=C(C(=N1)C1=CC2=C(C(N(CCS2(=O)=O)C2CCC2)=O)S1)C(F)(F)F 7-(2-((7-chloro-2-ethyl-1,2,3,4-tetrahydroisoquinolin-6-yl)amino)-5-(trifluoromethyl)pyrimidin-4-yl)-4-cyclobutyl-3,4-dihydrothieno[2,3-f][1,4]thiazepin-5(2H)-one 1,1-dioxide